CC=1C=C(C=CC1S(=O)(=O)C)CO (3-methyl-4-(methylsulfonyl)phenyl)methanol